benzyl 9-(4-((2-(trimethylsilyl) ethoxy) methoxy)-9-((2-(trimethylsilyl) ethoxy) methyl)-9H-pyrimido[4,5-b]indol-7-yl)-3,9-diazaspiro[5.5]undecane-3-carboxylate C[Si](CCOCOC1=NC=NC=2N(C3=CC(=CC=C3C21)N2CCC1(CCN(CC1)C(=O)OCC1=CC=CC=C1)CC2)COCC[Si](C)(C)C)(C)C